BrC1=CC(=CC=2C3=CC(=CC=C3NC12)I)I 1-bromo-3,6-diiodo-9H-carbazole